(2s,4s)-8-(4-cyano-2-fluorophenyl)-N-methyl-N-(oxetan-3-yl)-6,9-dioxo-5-(4-(trifluoromethyl)benzyl)-5,8-diazaspiro[3.5]nonane-2-carboxamide C(#N)C1=CC(=C(C=C1)N1CC(N(C2(CC(C2)C(=O)N(C2COC2)C)C1=O)CC1=CC=C(C=C1)C(F)(F)F)=O)F